NC1=NC=NC=2C3=C(\C(\C(C12)(C)C)=N/OC[C@H]1CNC(O1)=O)C=C(C=C3)O[C@@H]3CC[C@H](CC3)N (5R)-5-[[(Z)-[4-amino-8-(trans-4-aminocyclohexyloxy)-5,5-dimethyl-benzo[h]quinazolin-6-ylidene]amino]oxymethyl]oxazolidin-2-one